pyrido[3',2':4,5]pyrrolo[2,3-d]pyrimidine-2-one N=1C(N=CC=2C1N=C1C2C=CC=N1)=O